ClC1=C(C(=O)N(C=2C=NC(=CC2)OC)C2=CC(=C(C=C2)Cl)C2=NC=CC=C2)C=CC(=C1)C(=O)N 2-chloro-N1-(4-chloro-3-(pyridin-2-yl)phenyl)-N-(6-methoxypyridin-3-yl)terephthalamide